5-(benzyloxy)-4-(4-hydroxyisoindoline-2-carbonyl)-6-methyl-1,3-phenylene-bis(4-methylbenzenesulfonate) C(C1=CC=CC=C1)OC=1C(=C(C=C(C1C)C1=C(C=CC(=C1)C)S(=O)(=O)[O-])C1=C(C=CC(=C1)C)S(=O)(=O)[O-])C(=O)N1CC2=CC=CC(=C2C1)O